OB1N(N=CC2=C1C=CC=C2)C(=O)C2=CC(=CC=C2)OC (1-hydroxybenzo[d][1,2,3]diazaborinin-2(1H)-yl)(3-methoxyphenyl)methanone